COC(CCNC(C(C)SC1=C(C=C(C(=C1)N1C(N(C(=CC1=O)C(F)(F)F)C)=O)F)Cl)=O)=O N-[2-[[2-chloro-5-[3,6-dihydro-3-methyl-2,6-dioxo-4-(trifluoromethyl)-1(2H)-pyrimidinyl]-4-fluorophenyl]thio]-1-oxopropyl]-beta-alanine methyl ester